3,4-dimethylpiperazine-1-carbonyl chloride CC1CN(CCN1C)C(=O)Cl